6-{7-[2-(3,3-Difluoropiperidin-1-yl)ethoxy]imidazo[1,2-a]pyridin-3-yl}-N-{[4-(1-methyl-1H-pyrazol-4-yl)phenyl]methyl}pyrimidin-4-amine FC1(CN(CCC1)CCOC1=CC=2N(C=C1)C(=CN2)C2=CC(=NC=N2)NCC2=CC=C(C=C2)C=2C=NN(C2)C)F